N-(5-(N,N-bis(4-methoxybenzyl)sulfamoyl)-1-hydroxyisoquinolin-7-yl)-2-(2-chlorophenyl)acetamide COC1=CC=C(CN(S(=O)(=O)C2=C3C=CN=C(C3=CC(=C2)NC(CC2=C(C=CC=C2)Cl)=O)O)CC2=CC=C(C=C2)OC)C=C1